C(CCCCCCC)OC(C#N)OCCCCCCCC 2,2-dioctyloxyacetonitrile